(1S,2S,3S,5R)-2-fluoro-3-hydroxy-9-azabicyclo[3.3.1]nonane-9-carboxylic acid tert-butyl ester C(C)(C)(C)OC(=O)N1[C@@H]2[C@@H]([C@H](C[C@H]1CCC2)O)F